FC=1C=C(O[C@@H]2CN(CC2)C(=O)OC(C)(C)C)C=CC1CC(=O)OC tert-butyl (3S)-3-[3-fluoro-4-(2-methoxy-2-oxoethyl)phenoxy]pyrrolidine-1-carboxylate